4-(4-(Diethoxymethyl)-1H-1,2,3-triazol-1-yl)piperidine-1-carboxylic acid benzyl ester C(C1=CC=CC=C1)OC(=O)N1CCC(CC1)N1N=NC(=C1)C(OCC)OCC